COC1=C(C=CC=C1)C1=CC2=CC3=CC=C(C=C3C=C2C=C1)C1=C(C=CC=C1)OC 2,6-bis(methoxyphenyl)anthracene